CN1C(N(C2=NC(=CC=C21)C=2C=NN1C2C=CC=C1)[C@@H]1CN(CCC1)C(CC#N)=O)=O (S)-3-(3-(1-methyl-2-oxo-5-(pyrazolo[1,5-a]pyridin-3-yl)-1,2-dihydro-3H-imidazo[4,5-b]pyridin-3-yl)piperidin-1-yl)-3-oxopropanenitrile